Natrium (S)-3-(4-(2,4-Difluorophenyl)thiophen-2-yl)-3-(3-(1,6-dimethyl-4-oxido-2-oxo-1,2-dihydropyridin-3-yl)ureido)propanoat FC1=C(C=CC(=C1)F)C=1C=C(SC1)[C@H](CC(=O)[O-])NC(=O)NC=1C(N(C(=CC1[O-])C)C)=O.[Na+].[Na+]